FC1=CC=C(C=C1)C=1C(C(=CN(C1)C(C)(C)C)C(=O)O)=O 5-(4-fluorophenyl)-1-tert-butyl-4-oxo-1,4-dihydropyridine-3-carboxylic acid